3-methoxy-8-methyl-5,6,7,8,9,10-hexahydropyrazino[2',3':4,5]pyrrolo[2,3-d]azepine COC1=NC2=C(C3=C(CCN(CC3)C)N2)N=C1